C(CCCCCCCCCCCCCCCCC)(=O)N.[K] potassium stearamidoate